(P)-1-(4-BROMO-2-METHOXYPHENYL)-7-FLUORO-N-(ISOXAZOL-3-YL)-N-(4-METHOXYBENZYL)-2-OXO-1,2-DIHYDROQUINOLINE-6-SULFONAMIDE BrC1=CC(=C(C=C1)N1C(C=CC2=CC(=C(C=C12)F)S(=O)(=O)N(CC1=CC=C(C=C1)OC)C1=NOC=C1)=O)OC